C1(CCCC1)NC1=NC=NC=C1 N-cyclopentyl-pyrimidine-4-amine